C(CCCCCCCCCCC)C1=C(SC=C1)C=1SC(=CC1)C=1SC(=CC1)C=1SC=CC1CCCCCCCCCCCC 3,3'''-didodecyl-2,2':5',2'':5'',2'''-quaterthiophene